CC1(CCN(CC1)C1=NC2=C(C=C(C=C2C(N1)=O)C)C(C)O)C 2-(4,4-dimethyl-1-piperidyl)-8-(1-hydroxyethyl)-6-methyl-3H-quinazolin-4-one